NC=1C(=C(C=C2C=C(N=CC12)NC(=O)[C@@H]1[C@H]([C@H]1C=1C=NN(C1)C)C)C=1C=NC(=CC1C)C=1OC=CN1)F (1R,2S,3R)-N-(8-amino-7-fluoro-6-(4-methyl-6-(oxazol-2-yl)pyridin-3-yl)isoquinolin-3-yl)-2-methyl-3-(1-methyl-1H-pyrazol-4-yl)cyclopropane-1-carboxamide